[Ni](Cl)Cl.O water nickel chloride